(R)-2-(4-(pyrazolo[1,5-a]pyridin-2-yl)-6,7-dihydro-1H-imidazo[4,5-c]pyridin-5(4H)-yl)-5-(trifluoromethyl)-1,3,4-oxadiazole N1=C(C=C2N1C=CC=C2)[C@@H]2N(CCC1=C2N=CN1)C=1OC(=NN1)C(F)(F)F